2-[5-oxo-1-[[5-(trifluoromethyl)pyridine-2-yl]methyl]pyrrolidin-2-yl]acetic acid O=C1CCC(N1CC1=NC=C(C=C1)C(F)(F)F)CC(=O)O